P-Methoxybenzyl alcohol COC1C=CC(CO)=CC=1